2-(2,5-dimethylpyrrol-1-yl)-1-methyl-benzimidazole-5-carbaldehyde CC=1N(C(=CC1)C)C1=NC2=C(N1C)C=CC(=C2)C=O